4-((4-((2-Ethyl-4-(6-methylpyridin-2-yl)thiazol-5-yl)oxy)pyridin-2-yl)amino)-N-methylpicolinamide C(C)C=1SC(=C(N1)C1=NC(=CC=C1)C)OC1=CC(=NC=C1)NC1=CC(=NC=C1)C(=O)NC